ClC1=CC(=C(C=C1)C=1C=NC=C(C1C)B1OC(C(O1)(C)C)(C)C)F 3-(4-chloro-2-fluorophenyl)-4-methyl-5-(4,4,5,5-tetramethyl-1,3,2-dioxaborolan-2-yl)pyridine